(R)-3-methyl-4-(4-(1-(methylsulfonyl)cyclopropyl)-1-(1H-pyrazol-3-yl)-1H-pyrazolo[3,4-b]pyridin-6-yl)morpholine C[C@H]1N(CCOC1)C1=CC(=C2C(=N1)N(N=C2)C2=NNC=C2)C2(CC2)S(=O)(=O)C